CN1C(N(C(C1)CC)CC)C 1,2-dimethyl-3,4-diethylimidazoline